5-(3-(2-(cyclopropylamino)ethyl)azetidin-1-yl)-N-(7-fluoro-2-methyl-2H-indazol-5-yl)pyrazine-2-carboxamide Sodium triacetoxyborohydride C(C)(=O)O[BH-](OC(C)=O)OC(C)=O.[Na+].C1(CC1)NCCC1CN(C1)C=1N=CC(=NC1)C(=O)NC1=CC2=CN(N=C2C(=C1)F)C